(9aR)-8-(2-(2-Fluoro-3-methoxyphenyl)propyl)-9-oxooctahydro-2H-pyrazino[1,2-a]pyrazin FC1=C(C=CC=C1OC)C(CN1C([C@@H]2N(CCNC2)CC1)=O)C